ONC(\C=C\C1=C(C=CC=C1)N1C(CN(CC1)S(=O)(=O)C1=CC=C(C=C1)OC(F)(F)F)=O)=O (E)-N-hydroxy-3-(2-(2-oxo-4-((4-(trifluoromethoxy)phenyl)sulfonyl)piperazin-1-yl)phenyl)acrylamide